CC1=C(C(NC(=C1)C)=O)CNC(=O)C=1C=C(C=C(C1C)N(C1CCOCC1)CC)C1=CC=C(C=C1)CN1CCOCC1 N-((4,6-Dimethyl-2-oxo-1,2-dihydropyridin-3-yl)methyl)-5-(ethyl-(tetrahydro-2H-pyran-4-yl)amino)-4-methyl-4'-(morpholinomethyl)-[1,1'-biphenyl]-3-carboxamid